FC=1C=CC(=NC1C)C1CC2(C1)CCN(CC2)C(=O)C2CC1(C2)NC(OC1)=O 2-(2-(5-Fluoro-6-methylpyridin-2-yl)-7-azaspiro[3.5]nonane-7-carbonyl)-7-oxa-5-azaspiro[3.4]octan-6-one